ClC=1C=2C(N(C(C1C1=NC3=C(N1)C=C(C=C3)N3CCOCC3)=O)CC3=CC=C(C=C3)OC)=CN(N2)CC 7-chloro-2-ethyl-4-(4-methoxybenzyl)-6-(6-morpholino-1H-benzo[d]imidazol-2-yl)-2H-pyrazolo[4,3-b]pyridin-5(4H)-one